COC([C@@H](NC(=O)[C@H]1N(CC2=CC=CC=C2C1)C(CCC(C1=CC=CC=C1)=O)=O)CCCCNC(=O)OC(C)(C)C)=O Methyl-N6-(tert-butoxycarbonyl)-N2-((S)-2-(4-oxo-4-phenylbutanoyl)-1,2,3,4-tetrahydroisoquinoline-3-carbonyl)-L-lysinate